ClC1N(CCNC1)C1=CC=CC=2OC(COC21)C 5-(2-chloropiperazin-1-yl)-2-methyl-2,3-dihydro-1,4-benzodioxine